Cl.C(C)(C)(C)C1=NOC(=N1)C(=O)NCC1=C(C=C(C=C1)C1=C(C=NC=C1)N1CCNCC1)C(F)(F)F 3-(tert-butyl)-N-(4-(3-(piperazin-1-yl)pyridin-4-yl)-2-(trifluoromethyl)benzyl)-1,2,4-oxadiazole-5-carboxamide hydrochloride